3,5-bis(2-phenylpropane-2-yl)-[1,1'-biphenyl] C1(=CC=CC=C1)C(C)(C)C=1C=C(C=C(C1)C(C)(C)C1=CC=CC=C1)C1=CC=CC=C1